ClC1=CC(=C(C=C1)CCC1=CC=CC2=C1N=C1N2CCN(C1)CC=1N(C2=C(N1)C=CC(=C2)C(=O)O)C[C@H]2OCC2)F 2-({9-[2-(4-chloro-2-fluorophenyl)ethyl]-1,2,3,4-tetrahydrobenzo[4,5]imidazo[1,2-a]pyrazin-2-yl}methyl)-3-{[(2S)-oxetan-2-yl]methyl}benzo[d]imidazole-5-carboxylic acid